(hexadecyloxy)ethyl-2-pentadecanyl-3-(2-hydroxyethyl)imidazoline chloride [Cl-].C(CCCCCCCCCCCCCCC)OCCN1C(N(CC1)CCO)CCCCCCCCCCCCCCC